methyl 3-(4-chlorophenyl)-1H-pyrazolo[4,3-d]pyrimidine-5-carboxylate ClC1=CC=C(C=C1)C1=NNC2=C1N=C(N=C2)C(=O)OC